FC1=C(C=C(C=C1C)C=1C(=NN(C1C(=O)O)C=1SC(=C(N1)C1=CC=C(C=C1)C(F)(F)F)SC(C)C)C)C 4-(4-fluoro-3,5-dimethylphenyl)-1-(5-(isopropylsulfanyl)-4-(4-(trifluoromethyl)phenyl)thiazol-2-yl)-3-methyl-1H-pyrazole-5-carboxylic acid